OC(CC(C(=O)O)=O)CCC(=O)O 4-hydroxy-2-oxoheptane-1,7-dioic acid